[N+](=O)(O)[O-].ClCCNCCCl di(2-chloroethyl)amine nitrate